1,4-Di-iodohexane ICCCC(CC)I